5-(4-((4-(1,1-difluoro-2-(4-(6-(5-isopropoxy-1H-indazol-3-yl)pyrimidin-4-yl)piperazin-1-yl)ethyl)piperidin-1-yl)methyl)piperidin-1-yl)-2-(2,6-dioxopiperidin-3-yl)isoindoline-1,3-dione FC(CN1CCN(CC1)C1=NC=NC(=C1)C1=NNC2=CC=C(C=C12)OC(C)C)(F)C1CCN(CC1)CC1CCN(CC1)C=1C=C2C(N(C(C2=CC1)=O)C1C(NC(CC1)=O)=O)=O